(1s,4s)-N-((6-(2-chloro-3-(3-chloro-2-(3-methoxy-4-((((1r,4s)-4-methoxycyclohexyl)amino)methyl)phenyl)pyridin-4-yl)phenyl)-2-methoxypyridin-3-yl)methyl)-4-methoxycyclohexan-1-amine ClC1=C(C=CC=C1C1=C(C(=NC=C1)C1=CC(=C(C=C1)CNC1CCC(CC1)OC)OC)Cl)C1=CC=C(C(=N1)OC)CNC1CCC(CC1)OC